COC=1C=C(C=CC1)C1=CC=NN1CC1=C(C=CC=C1)OC(C)C 5-(3-methoxyphenyl)-1-[[2-(propan-2-yloxy)phenyl]methyl]-1H-pyrazole